tert-butyl 4-{4-[(4-{2-tert-butyl-4-[2-fluoro-3-(propane-1-sulfonamido)phenyl]-1,3-thiazol-5-yl}pyrimidin-2-yl)amino]phenyl}piperazine-1-carboxylate C(C)(C)(C)C=1SC(=C(N1)C1=C(C(=CC=C1)NS(=O)(=O)CCC)F)C1=NC(=NC=C1)NC1=CC=C(C=C1)N1CCN(CC1)C(=O)OC(C)(C)C